6-benzyl-2,6-diazaspiro[3.4]octan-2-yl-N-(2-methoxyethyl)-N,5-dimethylhexan-1-amine C(C1=CC=CC=C1)N1CC2(CN(C2)C(CCCC(C)C)N(C)CCOC)CC1